NC=1C=C(C=CC1Br)CN(C(=O)C=1C=NC(=CC1)C1CC1)C1=CC=CC=2CCS(C21)(=O)=O N-[(3-amino-4-bromophenyl)methyl]-6-cyclopropyl-N-(1,1-dioxo-2,3-dihydro-1λ6-benzothiophen-7-yl)pyridine-3-carboxamide